2-(azetidin-3-ylmethyl)pyridin-3-amine hydrochloride Cl.N1CC(C1)CC1=NC=CC=C1N